1-(4-cyclohexylphenyl)-2-(4-(dibutylamino)phenyl)-2-hydroxyethanone C1(CCCCC1)C1=CC=C(C=C1)C(C(O)C1=CC=C(C=C1)N(CCCC)CCCC)=O